FC(C1=CC(=NC=C1)C(=O)N)(F)F 4-(trifluoromethyl)picolinamide